C1NCC12CCN(CC2)C2=CC=C(C=C2)N2N=CC1=CC(=C(C(=C21)F)O)F 1-(4-(2,7-Diazaspiro[3.5]nonan-7-yl)phenyl)-5,7-difluoro-1H-indazol-6-ol